4-methoxy-7-(1H-pyrazol-1-yl)-6,7-dihydro-5H-indeno[5,6-d]isoxazol-3-amine COC1=C2CCC(C2=CC2=C1C(=NO2)N)N2N=CC=C2